ClC1=C(C=C(C(=C1)Cl)OC)NC1=C(C=NC2=CC(=C(C=C12)OC)OCCCN1CCN(CC1)C(CCCOC1=C2CN(C(C2=CC=C1)=O)C1C(NC(CC1)=O)=O)=O)C#N 4-((2,4-dichloro-5-methoxyphenyl)amino)-7-(3-(4-(4-((2-(2,6-dioxopiperidin-3-yl)-1-oxoisoindolin-4-yl)oxy)butanoyl)piperazin-1-yl)propoxy)-6-methoxyquinoline-3-carbonitrile